(1R,2S)-2-(3-{[5-chloro-2-(3-hydroxyazetidin-1-yl)pyrimidin-4-yl]amino}-1H-indazol-6-yl)-5'-methoxyspiro[cyclopropane-1,3'-indol] ClC=1C(=NC(=NC1)N1CC(C1)O)NC1=NNC2=CC(=CC=C12)[C@@H]1C[C@@]12C=NC1=CC=C(C=C21)OC